FC1=CC(=C(C=C1)NC=1C(=NC=NC1)N1CC2(C1)CNC2)C=2C(=NOC2C)C(C)C N-(4-fluoro-2-(3-isopropyl-5-methylisoxazol-4-yl)phenyl)-4-(2,6-diazaspiro[3.3]heptan-2-yl)pyrimidin-5-amine